γ-(2-aminoethyl)Aminopropyltrimethoxysilane NCCNCCC[Si](OC)(OC)OC